C(C)(=O)OCCC1=CC=CC2=C1O[C@@H](C(N2)=O)C2=NC(=CC=C2)C2=C(C(=CC=C2)CNC(=O)OC(C)(C)C)F |r| (±)-2-(2-(6-(3-(((tert-butoxycarbonyl)amino)methyl)-2-fluorophenyl)pyridin-2-yl)-3-oxo-3,4-Dihydro-2H-benzo[b][1,4]oxazin-8-yl)ethyl acetate